4-((4-(ethylcarbamoyl)benzyl)oxy)phenyl sulfurofluoridate S(OC1=CC=C(C=C1)OCC1=CC=C(C=C1)C(NCC)=O)(=O)(=O)F